cis-4-fluoro-5-((5-(3-((3-isopropyl-1H-pyrazol-4-yl)oxy)cyclopentyl)-1H-pyrazol-3-yl)amino)-2,3-dihydrobenzo[d]isothiazole 1,1-dioxide FC1=C(C=CC2=C1CNS2(=O)=O)NC2=NNC(=C2)[C@@H]2C[C@@H](CC2)OC=2C(=NNC2)C(C)C